C(C)NCC1=NN(C(=C1)C(=O)O)CC1=CC=C(C=C1)OC ((ethylamino)methyl)-1-(4-methoxybenzyl)-1H-pyrazole-5-carboxylic acid